4-chloro-N-(2-(methylsulfonyl)ethyl)benzamide ClC1=CC=C(C(=O)NCCS(=O)(=O)C)C=C1